C(C)(=O)O[C@H]1CC[C@@]2(C3CC[C@@]4(C(=CCC4C3CC=C2C1)N1C=NC(=C1)CC)C)C (3S,10R,13S)-17-(4-ethyl-1H-imidazol-1-yl)-10,13-dimethyl-2,3,4,7,8,9,10,11,12,13,14,15-dodecahydro-1H-cyclopenta[a]phenanthren-3-yl acetate